3-(2-(1-methylpiperidin-4-yl)benzo[d]thiazol-5-yl)morpholine CN1CCC(CC1)C=1SC2=C(N1)C=C(C=C2)C2NCCOC2